(4-methoxybenzyl)-5-(4-methylphenyl)pyrazolo[1,5-a]pyrimidine-7-amine COC1=CC=C(CC2=NN3C(N=C(C=C3N)C3=CC=C(C=C3)C)=C2)C=C1